5,6-dimethoxy-bicyclo[2.2.1]hept-2-ene COC1C2C=CC(C1OC)C2